(8-(4-cyano-3-(naphthalene-2-yl)-1-((2-(trimethylsilyl)ethoxy)methyl)-1H-pyrazolo[3,4-d]pyrimidin-6-yl)-3-methyl-8-azabicyclo[3.2.1]oct-3-yl)carbamate C(#N)C1=C2C(=NC(=N1)N1C3CC(CC1CC3)(C)NC([O-])=O)N(N=C2C2=CC3=CC=CC=C3C=C2)COCC[Si](C)(C)C